C1(=CC(=CC=C1)N1CC(CC1=O)CN1N=CC(=C1)C1=NC=2N3C(N(C(C2N1)=O)CCC)=NC=C3)C 2-[1-[[1-(m-tolyl)-5-oxo-pyrrolidin-3-yl]methyl]pyrazol-4-yl]-5-propyl-3H-imidazo[2,1-b]purin-4-one